FC=1C(=C(C2=C(CN3[C@@H](CO2)CN(CC3)C(=O)OC(C)(C)C)C1)F)C1=C(C=CC=C1C)OC tert-butyl (12aR)-8,10-difluoro-9-(2-methoxy-6-methylphenyl)-3,4,12,12a-tetrahydro-6H-pyrazino[2,1-c][1,4]benzooxazepine-2(1H)-carboxylate